(2s,3r)-2-amino-3-hydroxy-4-methylvaleric acid N[C@H](C(=O)O)[C@@H](C(C)C)O